N-[3-fluoro-4-({7-[3-(4-hydroxypiperidin-1-yl)propoxy]-6-methoxyquinolin-4-yl}oxy)phenyl]-5-(4-fluorophenyl)-6-oxo-2,3,5,6-tetrahydrofuro[3,2-c]pyridine-7-carboxamide FC=1C=C(C=CC1OC1=CC=NC2=CC(=C(C=C12)OC)OCCCN1CCC(CC1)O)NC(=O)C1=C2C(=CN(C1=O)C1=CC=C(C=C1)F)CCO2